4-{[(2-{4-[2-(2-aminopyridin-3-yl)-5-phenylimidazo[4,5-b]pyridin-3-yl]phenyl}ethyl)amino]methyl}-2-hydroxybenzaldehyde NC1=NC=CC=C1C1=NC=2C(=NC(=CC2)C2=CC=CC=C2)N1C1=CC=C(C=C1)CCNCC1=CC(=C(C=O)C=C1)O